The molecule is a 2'-deoxyribonucleoside 5'-monophosphate(2-) obtained by deprotonation of the phosphate OH groups of 2'-deoxycytidine 5'-monophosphate (dCMP); major species at pH 7.3. It has a role as a human metabolite and a Saccharomyces cerevisiae metabolite. It is a 2'-deoxynucleoside 5'-monophosphate(2-) and a pyrimidine 2'-deoxyribonucleoside 5'-phosphate(2-). It is a conjugate base of a 2'-deoxycytosine 5'-monophosphate. C1[C@@H]([C@H](O[C@H]1N2C=CC(=NC2=O)N)COP(=O)([O-])[O-])O